4,5-bis(undecyl)imidazolinide C(CCCCCCCCCC)C1N=C[N-]C1CCCCCCCCCCC